7-benzyl-5,6,7,8-tetrahydro-1,7-naphthyridine C(C1=CC=CC=C1)N1CCC=2C=CC=NC2C1